O=C1NC2=CC=C(C=3C2=C1C=CC3)N3N=CC(=C3C(F)(F)F)C(=O)OCC ethyl 1-(2-oxo-1,2-dihydrobenzo[cd]indol-6-yl)-5-(trifluoromethyl)-1H-pyrazole-4-carboxylate